C(CCO)O 1,3-propyleneglycol